COC=1N=CC(=C2C1N(N=C2)C)C=2C=C(C=NC2)C2=CC=C(C=C2)N2C(CCC2)=O 1-(4-(5-(7-methoxy-1-methyl-1H-pyrazolo[3,4-c]pyridin-4-yl)pyridin-3-yl)phenyl)pyrrolidin-2-one